C(C#C)NC(OCC1=CC=CC=C1)=O benzyl prop-2-yn-1-ylcarbamate